ClC=1C=C2C=C(NC2=CC1)CNC(N(C)[C@H]1CN(CCC1)C(=O)C1CC(C1)F)=O (R)-3-((5-chloro-1H-indol-2-yl)methyl)-1-(1-(3-fluorocyclobutane-1-carbonyl)piperidin-3-yl)-1-methylurea